FC(C(=O)O)(F)F.C(C)N(C1=CC=C(C=C1)C1=CC=C(C=C1)OC(F)(F)F)CC=1N=NNC1C(=O)O 4-((ethyl(4'-(trifluoromethoxy)-[1,1'-biphenyl]-4-yl)amino)methyl)-1H-1,2,3-triazole-5-carboxylic acid 2,2,2-trifluoroacetate